Phosphoethanol P(=O)(=O)OCC